ClC1=C(C(=NC=C1)C)N1C(N(C2=NC(=NC=C2C1)NC1=C(C=C(C=C1)C1CCN(CC1)C)OC)C1=NC=C(C=C1)OC)=O 3-(4-chloro-2-methylpyridin-3-yl)-7-((2-methoxy-4-(1-methylpiperidin-4-yl)phenyl)amino)-1-(5-methoxypyridin-2-yl)-3,4-dihydropyrimido[4,5-d]pyrimidin-2(1H)-one